FC1(CNCCC1NC(=O)C1=C(OC2=C1C=C(C=C2)OCC=2C(=NC=CC2)C(F)(F)F)C(=O)N)F N3-(3,3-difluoropiperidin-4-yl)-5-((2-(trifluoromethyl)pyridin-3-yl)methoxy)benzofuran-2,3-dicarboxamide